3-[(4-bromophenyl)-methyl]-5-methyl-1,2,4-oxadiazole BrC1=CC=C(C=C1)CC1=NOC(=N1)C